3-prop-2-enoyloxypropane-1-sulfonic acid potassium salt [K+].C(C=C)(=O)OCCCS(=O)(=O)[O-]